N-(2-(5-acetylamino-4,5-dihydroisoxazol-3-yl)-4-chloro-6-methylphenyl)-3-bromo-1-(3-chloropyridin-2-yl)-1H-pyrazole-5-carboxamide C(C)(=O)NC1CC(=NO1)C1=C(C(=CC(=C1)Cl)C)NC(=O)C1=CC(=NN1C1=NC=CC=C1Cl)Br